CN1N=C(N=N1)C(C)NC(=O)C1=CC2=CC=CC(=C2C=C1)OC1=CC=C(C=C1)C(F)(F)F N-(1-(2-methyl-2H-tetrazol-5-yl)ethyl)-5-(4-(trifluoromethyl)phenoxy)-2-naphthamide